CC(=O)N[C@@H](CO)[C@H]([C@H]([C@@H](CO)O)O)O[C@H]1[C@@H]([C@H]([C@H]([C@H](O1)COS(=O)(=O)O)O)O)O The molecule is an aminodisaccharide that is 2-acetamido-2-deoxy-D-galactitol in which the hydroxy group at position 3 has been converted into the 6-O-sulfo-beta-D-galactopyranose derivative. It is an O-acyl carbohydrate, an amino disaccharide, a member of acetamides and an oligosaccharide sulfate.